amyl dodecyl carbonate C(OCCCCC)(OCCCCCCCCCCCC)=O